phenethyl-cyanoacrylate C(CC1=CC=CC=C1)C=C(C(=O)[O-])C#N